(1s,4s)-4-(2-chloro-7H-pyrrolo[2,3-d]pyrimidin-7-yl)cyclohexan-1-ol ClC=1N=CC2=C(N1)N(C=C2)C2CCC(CC2)O